FC(C(C(C(C(C(C(F)(F)F)(F)F)(F)F)(F)F)(F)F)(F)F)(S(=O)(=O)F)F 1,1,2,2,3,3,4,4,5,5,6,6,7,7,7-pentadecafluoro-1-heptanesulfonyl fluoride